CS(=O)(=O)N1C[C@H]2[C@@H]([C@H]2CC1)CO |o1:6,7,8| rel-((1R,6S,7R)-3-(methylsulfonyl)-3-azabicyclo[4.1.0]heptan-7-yl)methanol